C(\C=C\C(=O)O)(=O)O.C(C)N(C(C1=C(C=CC(=C1)F)OC1=C(N=CN=N1)N1CC2(CN(C2)C(CCN(C)CCO)C(C)C)CC1)=O)C(C)C N-ethyl-5-fluoro-2-((5-(2-(1-((2-hydroxyethyl)(methyl)amino)-4-methylpent-3-yl)-2,6-diazaspiro[3.4]oct-6-yl)-1,2,4-triazin-6-yl)oxy)-N-isopropylbenzamide fumarate